3-[6-[[1-(4-methyl-4-piperidyl)pyrazol-4-yl]methyl]-2-oxo-benzo[cd]indol-1-yl]piperidine-2,6-dione CC1(CCNCC1)N1N=CC(=C1)CC=1C=2C3=C(C(N(C3=CC1)C1C(NC(CC1)=O)=O)=O)C=CC2